C(C)(C)(C)OC(=O)N[C@@H]1C[C@@H](C[C@@H]1OCOC)C(=O)OC Methyl (1S,3R,4S)-3-[(tert-butoxycarbonyl)amino]-4-(methoxymethoxy)cyclopentane-1-carboxylate